C1=CC=CC=2C3=CC=CC=C3N(C12)C1=CC2=C(SC3=C2C=C(C=C3)N3C2=CC=CC=C2C=2C=CC=CC32)C=C1 2,8-bis(9-carbazolyl)dibenzothiophene